NC=1N=NC(=CC1N1CC(N(CC1)C(=O)C1(COC1)C)C)C1=C(C=CC=C1)O [4-[3-amino-6-(2-hydroxyphenyl)pyridazin-4-yl]-2-methyl-piperazin-1-yl]-(3-methyloxetan-3-yl)methanone